C(C1=CC=CC=C1)=C1CCOC2=CC(=C(C=C12)Cl)F 4-Benzylidene-6-chloro-7-fluorochroman